9-Bromo-1,3,4,10b-tetrahydro-6H-[1,4]oxazino[3,4-a]isoindol-6-one BrC1=CC=C2C(N3C(C2=C1)COCC3)=O